COC(C1=NC(=CC=C1C=1C(=CC2=C(OCCC3=C2SC=C3)C1)C(NC1=CC=C(C=C1)CN)=O)C(NC1(CCCCCC1)C)=O)=O.BrC1=CC=C(C=C1)C(=O)C1=CC=C(C=C1)OC (4-bromophenyl)(4-methoxyphenyl)methanone methyl-3-(9-((4-(aminomethyl)phenyl)carbamoyl)-4,5-dihydrobenzo[b]thieno[2,3-d]oxepin-8-yl)-6-((1-methylcycloheptyl)carbamoyl)picolinate